C(C)(C)(C)OC(=O)N1N=C(C2=CC=C(C=C12)SC1=C(C=CC=C1)C(NC1CC1)=O)\C=C\C1=NC=C(C=C1)N1CCN(CC1)C.COCC1(CCCC1)COC 1,1-dimethoxymethyl-cyclopentane tert-butyl-6-[2-(cyclopropylcarbamoyl)phenyl]thio-3-[(E)-2-[5-(4-methylpiperazine-1-yl)-2-pyridyl]vinyl]indazole-1-carboxylate